4-trifluoromethoxybenzenesulfonic acid FC(OC1=CC=C(C=C1)S(=O)(=O)O)(F)F